1,1-Diphenyl-N-(6,7,8-trifluoro-4-(4,4,5,5-tetramethyl-1,3,2-dioxaborolan-2-yl)-5-((triisopropylsilyl)ethynyl)naphthalen-2-yl)methanimine C1(=CC=CC=C1)C(=NC1=CC2=C(C(=C(C(=C2C(=C1)B1OC(C(O1)(C)C)(C)C)C#C[Si](C(C)C)(C(C)C)C(C)C)F)F)F)C1=CC=CC=C1